BrC1=CC2=C(N(C(N2C2CCN(CC2)C)=O)CC2=C(C=C(C=C2)C=2OC(=NN2)C(F)F)F)C=C1F 5-Bromo-1-(4-(5-(difluoromethyl)-1,3,4-oxadiazol-2-yl)-2-fluorobenzyl)-6-fluoro-3-(1-methylpiperidin-4-yl)-1,3-dihydro-2H-benzo[d]imidazol-2-one